(S)-Cyanomethyl 2-((tert-butoxycarbonyl)(methyl)amino)-3-(thiazol-4-yl)propanoate C(C)(C)(C)OC(=O)N([C@H](C(=O)OCC#N)CC=1N=CSC1)C